1-(5-((4-(2-chloro-6,7-dihydrothieno[3,2-d]pyrimidin-4-yl)piperazin-1-yl)methyl)-1-oxoisoindolin-2-yl)dihydropyrimidine-2,4(1H,3H)-dione ClC=1N=C(C2=C(N1)CCS2)N2CCN(CC2)CC=2C=C1CN(C(C1=CC2)=O)N2C(NC(CC2)=O)=O